C(#C)C1=NN(C(=C1C(=O)N)NC)[C@@H]1CN(CC1)C(C=C)=O 3-ethynyl-5-(methylamino)-1-[(3S)-1-(prop-2-enoyl)pyrrolidin-3-yl]pyrazole-4-carboxamide